tert-butyl 4-(3-amino-6-chloropyridazin-4-yl)piperazine-1-carboxylate NC=1N=NC(=CC1N1CCN(CC1)C(=O)OC(C)(C)C)Cl